BrC=1C=CC=C2C(NC=NC12)=O 8-Bromo-4-oxoquinazolin